5-((1-((1S,2S)-2-fluorocyclopropyl)-2-oxo-1,2-dihydropyridin-3-yl)amino)-7-(methylamino)pyrazolo[1,5-a]pyrimidine-3-carboxamide F[C@@H]1[C@H](C1)N1C(C(=CC=C1)NC1=NC=2N(C(=C1)NC)N=CC2C(=O)N)=O